N-(5-((4-chlorobenzyl)oxy)-1,3,4-thiadiazol-2-yl)-2-(2-methoxyphenyl)nicotinamide ClC1=CC=C(COC2=NN=C(S2)NC(C2=C(N=CC=C2)C2=C(C=CC=C2)OC)=O)C=C1